Cl.Cl.N[C@@H]1CN(C[C@@H](C1)C)C1=C(C=NC=C1)NC(=O)C=1C(=C(C(=CC1)F)C1=C(C=C(C=C1F)N1C[C@H](CC1)O)F)F N-(4-((3S,5R)-3-amino-5-methylpiperidin-1-yl)pyridin-3-yl)-2,2',6,6'-tetrafluoro-4'-((S)-3-hydroxypyrrolidin-1-yl)-[1,1'-biphenyl]-3-carboxamide dihydrochloride